N-(4-methyl-2-(trifluoromethyl)phenyl)benzamide CC1=CC(=C(C=C1)NC(C1=CC=CC=C1)=O)C(F)(F)F